Cl.FC1(CNC1)[C@@](C=1C=C(C=NC1)C1=NOC(=N1)C(C)(C)O)(C1=CC=C(C=C1)C(C)C)O 2-(3-{5-[(S)-(3-fluoro-azetidin-3-yl)-hydroxy-(4-isopropyl-phenyl)-methyl]-pyridin-3-yl}-[1,2,4]Oxadiazol-5-yl)-propan-2-ol, hydrochloride